(R)-(3,3-difluorocyclobutyl)(6-(2-ethyl-2H-pyrazolo[3,4-b]pyridin-5-yl)thieno[2,3-b]pyridin-2-yl)methanol FC1(CC(C1)[C@@H](O)C1=CC=2C(=NC(=CC2)C2=CC=3C(N=C2)=NN(C3)CC)S1)F